(R or S)-2,2',6,6'-tetramethoxy-3,3'-bipyridine COC1=NC(=CC=C1C=1C(=NC(=CC1)OC)OC)OC